2-(cis-8-bromo-5-oxo-2,3,3a,9b-tetrahydro-1H-cyclopenta[c]isoquinolin-4-yl)-N-(5-fluoropyrimidin-2-yl)acetamide BrC1=CC=2[C@@H]3[C@H](N(C(C2C=C1)=O)CC(=O)NC1=NC=C(C=N1)F)CCC3